ClC=1C(=NC=CC1C1=NC(=C(C=C1)CNC[C@H]1NC(CC1)=O)OC)C=1C(=C(C=CC1)NC(C1=NC=C(C=C1)CN[C@H](CO)C(C)C)=O)C N-(3-(3'-Chloro-6-methoxy-5-(((((S)-5-oxopyrrolidin-2-yl)methyl)amino)methyl)-[2,4'-bipyridin]-2'-yl)-2-methylphenyl)-5-((((S)-1-hydroxy-3-methylbutan-2-yl)amino)methyl)picolinamide